2-Bromo-5-fluoro-4-nitropyridine N-oxide BrC1=[N+](C=C(C(=C1)[N+](=O)[O-])F)[O-]